CC(C1CCCC2=CC=CC=C12)C3=CC=CC=C3 1,2,3,4-tetrahydro(1-phenylethyl)naphthalene